pentaerythritol tetrakis[3-(3,5-ditertiary butyl-4-hydroxyphenyl)propionate] C(C)(C)(C)C=1C=C(C=C(C1O)C(C)(C)C)CCC(=O)OCC(COC(CCC1=CC(=C(C(=C1)C(C)(C)C)O)C(C)(C)C)=O)(COC(CCC1=CC(=C(C(=C1)C(C)(C)C)O)C(C)(C)C)=O)COC(CCC1=CC(=C(C(=C1)C(C)(C)C)O)C(C)(C)C)=O